ethyl 2-((4-((3-isopropyl-1H-pyrrolo[3,2-b]pyridin-5-yl)methyl)-3,5-dimethylphenyl)amino)-2-oxoacetate C(C)(C)C1=CNC=2C1=NC(=CC2)CC2=C(C=C(C=C2C)NC(C(=O)OCC)=O)C